tert-butyl (R)-3-(3,5-dimethyl-6-oxopyridazin-1(6H)-yl)piperidine-1-carboxylate CC1=NN(C(C(=C1)C)=O)[C@H]1CN(CCC1)C(=O)OC(C)(C)C